N1C=C(C2=CC=CC=C12)CC1=CC=C(C=C1)N(CCO)C 2-((4-((1H-indol-3-yl)methyl)phenyl)(methyl)amino)ethan-1-ol